ClC=1SC=C(N1)N1N=CC(=C1)C(C(=O)NC1=CC(=NN1)C1CC1)C 2-(1-(2-chlorothiazol-4-yl)-1H-pyrazol-4-yl)-N-(3-cyclopropyl-1H-pyrazol-5-yl)propanamide